1-(propylsulfonyl)-4-phenylpiperazine C(CC)S(=O)(=O)N1CCN(CC1)C1=CC=CC=C1